N-(1-(1-(2,4-bis(trifluoromethyl)phenyl)ethyl)-5-methyl-1H-pyrazol-4-yl)-5-(furan-2-yl)isoxazole-3-carboxamide FC(C1=C(C=CC(=C1)C(F)(F)F)C(C)N1N=CC(=C1C)NC(=O)C1=NOC(=C1)C=1OC=CC1)(F)F